ethane-1,1-bisphosphonic acid monohydrate O.C(C)(P(O)(=O)O)P(O)(=O)O